FC(C(=O)O)(F)F.COC(=O)C1NCC2=CC=CC=C12 Isoindoline-1-carboxylic acid methyl ester 2,2,2-trifluoroacetate salt